(L)-Lysyl-(L)-Threoninyl-(L)-Cysteinyl-(D)-Tyrosine N[C@@H](CCCCN)C(=O)N[C@@H]([C@H](O)C)C(=O)N[C@@H](CS)C(=O)N[C@H](CC1=CC=C(C=C1)O)C(=O)O